COC=1N=C2C(=CC=NC2=CC1OC)OC1=CC=C(C=C1)NC(=O)C1(CC1)C(=O)NC1=CC=C(C=C1)F 1-N-[4-[(6,7-dimethoxy-1,5-naphthyridin-4-yl)oxy]phenyl]-1-N'-(4-fluorophenyl)cyclopropane-1,1-dicarboxamide